6-fluoro-N-(methyl-d3)-5-(4-((3-oxo-4H-quinoxalin-6-yl)methyl-d2)piperazin-1-yl)pyridine-2-carboxamide FC1=C(C=CC(=N1)C(=O)NC([2H])([2H])[2H])N1CCN(CC1)C([2H])([2H])C=1C=C2NC(C=NC2=CC1)=O